C(C)(C)(C)OC(NCCCCC#CC1=CC2=C(N(C(N2C)=O)C2C(NC(CC2)=O)=O)C=C1)=O [6-[1-(2,6-Dioxopiperidin-3-yl)-3-methyl-2-oxo-1,3-benzodiazol-5-yl]hex-5-yn-1-yl]carbamic acid tert-butyl ester